C(C=C)(=O)N1CCC(CC1)N[C@H]1CCC2=CC(=CC=C12)N1C(=NC=2C1=NC(=CC2)N2N=CC=C2)C2=C(C#N)C=CC=C2 2-{3-[(1S)-1-{[1-(prop-2-enoyl)piperidin-4-yl]amino}-2,3-dihydro-1H-inden-5-yl]-5-(pyrazol-1-yl)imidazo[4,5-b]pyridin-2-yl}benzonitrile